8-(2,4-dichlorophenylthio)guanosine ClC1=C(C=CC(=C1)Cl)SC=1N([C@H]2[C@H](O)[C@H](O)[C@@H](CO)O2)C=2N=C(NC(C2N1)=O)N